2-amino-3-trifluoromethyl-naphthoquinone NC=1C(C2=CC=CC=C2C(C1C(F)(F)F)=O)=O